(1R)-N-(7-chloro-6-(1-((3S,4S)-4-methoxy-3-methyltetrahydrofuran-3-yl)piperidin-4-yl)isoquinolin-3-yl)-6-oxaspiro[2.5]octane-1-carboxamide ClC1=C(C=C2C=C(N=CC2=C1)NC(=O)[C@@H]1CC12CCOCC2)C2CCN(CC2)[C@]2(COC[C@H]2OC)C